COC(=O)[C@@H]1OC(O[C@H]1C1=C(C=CC=C1)Cl)(C)C (4R,5S)-methyl-5-(2-chlorophenyl)-2,2-dimethyl-1,3-dioxolane-4-carboxylate